C(CCC)[C@]1(CS(C2=C(N(C1)C1=CC=CC=C1)C=C(C(=C2)CSC(C(=O)O)(C)C)SC)(=O)=O)C |r| racemic-2-(((3-butyl-3-methyl-7-(methylthio)-1,1-dioxido-5-phenyl-2,3,4,5-tetrahydro-1,5-benzothiazepin-8-yl)methyl)thio)-2-methylpropanoic acid